ClC1=CC=C(C(=N1)C(=O)O)N[C@H](C)C1=C2N=C(C(=NC2=CC(=C1)C)C#N)N1CCN(CC1)C=1SC(=CN1)C (R)-6-chloro-3-((1-(2-cyano-7-methyl-3-(4-(5-methylthiazol-2-yl)piperazin-1-yl)quinoxalin-5-yl)ethyl)amino)picolinic acid